CC1(CC1)C1=CC=C(C=C1)[C@@]12CN(CC2C1)C(=O)C1CCC12NC(CC2)=O ((R)-1-(4-(1-Methylcyclopropyl)phenyl)-3-azabicyclo[3.1.0]hexane-3-carbonyl)-5-azaspiro[3.4]octan-6-one